2-(benzyloxy)-5-bromophenol C(C1=CC=CC=C1)OC1=C(C=C(C=C1)Br)O